C1(CC1)C(C(C(=O)NC1=CC=C(C=C1)C=1C(=NNC1C)C)C1=NN=C(N1)C=1N(N=CC1)CC1CC1)C1CC1 3,3-dicyclopropyl-2-[5-[2-(cyclopropylmethyl)pyrazol-3-yl]-4H-1,2,4-triazol-3-yl]-N-[4-(3,5-dimethyl-1H-pyrazol-4-yl)phenyl]propanamide